Cl.ClC1=C2CCN[C@@H](C2=C(C(=C1)F)OCC=1N=NN2C1CCCC2)CN2CC1(CC1)CC2=O (S)-5-((5-chloro-7-fluoro-8-((4,5,6,7-tetrahydro-[1,2,3]triazolo[1,5-a]pyridin-3-yl)methoxy)-1,2,3,4-tetrahydroisoquinolin-1-yl)methyl)-5-azaspiro[2.4]heptan-6-one hydrochloride